methylspiro[cyclohexane-1,1'-indene] CC=1C2(C3=CC=CC=C3C1)CCCCC2